C(C1=CC=CC=C1)OC(=O)NCCC1C2OC2CN1C(=O)OC(C)(C)C tert-butyl 2-(2-(((benzyloxy)carbonyl)amino)ethyl)-6-oxa-3-azabicyclo-[3.1.0]hexane-3-carboxylate